2-(3,5-difluorophenyl)-N-[(2S)-2-hydroxy-3-methylbutyl]-6-(4-methylphenyl)-3-oxo-2,3-dihydropyridazine-4-carboxamide FC=1C=C(C=C(C1)F)N1N=C(C=C(C1=O)C(=O)NC[C@H](C(C)C)O)C1=CC=C(C=C1)C